C1(CCCCC1)C1=CC=C(C=C1)NC1=CC=C(CNC(CCC(=O)N)=O)C=C1 N1-(4-((4-cyclohexylphenyl)amino)benzyl)succinamide